Methyl 5-(3,5-dimethoxyphenyl)-1H-pyrazole-3-carboxylate COC=1C=C(C=C(C1)OC)C1=CC(=NN1)C(=O)OC